C(C)(C)(C)S tertiary butyl mercaptan